4,6-dihydro-1H-furo[3,4-c]pyrazole N1N=CC2=C1COC2